propyl-methyl-ammonium sulfate S(=O)(=O)([O-])[O-].C(CC)[NH2+]C.C(CC)[NH2+]C